(1R,2R,3aS,10aR)-1-[(1E,3ξ)-4,4-difluoro-3-hydroxy-4-(4-methylphenyl)-1-buten-1-yl]-5-fluoro-2-hydroxy-2,3,3a,9,10,10a-hexahydro-1H-benzo[b]cyclopenta[f]oxepin-6-carboxylic acid FC(C(/C=C/[C@H]1[C@@H](C[C@H]2[C@@H]1CCC1=C(O2)C(=C(C=C1)C(=O)O)F)O)O)(C1=CC=C(C=C1)C)F